4-(3-bromophenyl)-3,5-dimethyl-1H-pyrazole BrC=1C=C(C=CC1)C=1C(=NNC1C)C